[1-[4-[(3R)-3-methoxypyrrolidin-1-yl]pyrimidin-2-yl]piperidin-4-yl]-[(3S)-3-(5-methylpyrazin-2-yl)-1,2-oxazolidin-2-yl]methanone CO[C@H]1CN(CC1)C1=NC(=NC=C1)N1CCC(CC1)C(=O)N1OCC[C@H]1C1=NC=C(N=C1)C